6-(2,3-dihydro-1,4-benzodioxin-6-yl)-7-fluoro-2-[(4S)-4-[[6-oxo-5-(trifluoromethyl)-1H-pyridazin-4-yl]amino]pentyl]isoquinolin-1-one O1CCOC2=C1C=CC(=C2)C=2C=C1C=CN(C(C1=CC2F)=O)CCC[C@H](C)NC=2C=NNC(C2C(F)(F)F)=O